(3S)-3-[1-oxo-5-[(3S)-pyrrolidin-3-yl]oxy-isoindolin-2-yl]piperidine-2,6-dione O=C1N(CC2=CC(=CC=C12)O[C@@H]1CNCC1)[C@@H]1C(NC(CC1)=O)=O